CN1CCC(CC1)COC=1C=C(C=C(C1)C(F)(F)F)NC(C)=O N-(3-((1-methylpiperidin-4-yl)methoxy)-5-(trifluoromethyl)phenyl)acetamide